C(C)(C)(C)OC(C(CCC(=O)N1C=C(C2=CC(=CC=C12)Br)C(=CC1=C(C=CC(=C1)C#N)OC)C#N)NC(=O)OC(C)(C)C)=O 5-(5-bromo-3-(1-cyano-2-(5-cyano-2-methoxyphenyl)vinyl)-1H-indol-1-yl)-2-(tert-butoxycarbonylamino)-5-oxopentanoic acid tert-butyl ester